1,2,4-trifluorobenzyl chloride FC1(CCl)C(C=C(C=C1)F)F